N=1SN=C2C1C=CC=C2C2=CC=C(C=C2)[C@H](COC(N)=O)NC(=O)NC=2N=C(SC2)C#C Carbamic acid (R)-2-(4-(benzo[c][1,2,5]thiadiazol-4-yl) phenyl)-2-(3-(2-ethynyl thiazol-4-yl)-ureido)-ethyl ester